BrC=1N=C2C(=NC1)N=C(N2)N2CCC(CC2)(C)NC(OC(C)(C)C)=O tert-butyl N-[1-(5-bromanyl-3H-imidazo[4,5-b]pyrazin-2-yl)-4-methyl-piperidin-4-yl]carbamate